C1(=C(C=CC=C1)/C=C/C1=NNC2=CC=C(C=C12)C(=O)N1C[C@H](CC1)N(C)C)C1=CC=CC=C1 (S,E)-(3-(2-([1,1'-biphenyl]-2-yl)vinyl)-1H-indazol-5-yl)(3-(dimethylamino)pyrrolidin-1-yl)methanone